C(#N)C=1C=NN2C1C(=CC(=C2)OC)Br 3-cyano-4-bromo-6-methoxypyrazolo[1,5-a]pyridine